(cyclopropanecarbonyl)-4-((1-methyl-1H-1,2,3-triazol-4-yl)methoxy)pyrrolidin C1(CC1)C(=O)N1CCC(C1)OCC=1N=NN(C1)C